OC1CCN(CC1)C1=NC=CC=N1 2-(4-hydroxy-1-piperidyl)pyrimidin